(R)-[(3S)-2,3-dihydro-1H-pyrido[2,3-b][1,4]oxazin-3-yl]-phenyl-methanamine N1C2=C(O[C@@H](C1)[C@H](N)C1=CC=CC=C1)N=CC=C2